4-{[2-chloro-3-(cyclopropylcarbamoyl)phenyl]amino}-3-cyclopropyl-N-(imidazolidin-2-ylidene)benzamide ClC1=C(C=CC=C1C(NC1CC1)=O)NC1=C(C=C(C(=O)N=C2NCCN2)C=C1)C1CC1